methyl 4-bromo-2-((2-chloropyrimidin-5-yl)oxy)butanoate BrCCC(C(=O)OC)OC=1C=NC(=NC1)Cl